C(C)C1(CCCC1)OC(=O)C=1C=C(C=CC1)C1C2C=CC(C1)C2=O 5-(3-(1-ethylcyclopentyloxycarbonyl)phenyl)-7-oxo-bicyclo[2.2.1]Hept-2-ene